methyl (2S)-2-[(tert-butoxycarbonyl)amino]butanoate C(C)(C)(C)OC(=O)N[C@H](C(=O)OC)CC